N-(8-quinolinyl)-2-methyl-3-butenamide N1=CC=CC2=CC=CC(=C12)NC(C(C=C)C)=O